Cl[Si]1(N(CC(N1[Si](C)(C)C)C)[Si](C)(C)C)[Si](Cl)(Cl)Cl 2-chloro-4-methyl-2-(trichlorosilyl)-1,3-bis(trimethylsilyl)-1,3-diaza-2-silacyclopentane